methyl 2-[(5-chloropyridin-2-yl)amino]-2-oxoacetate hydrochloride Cl.ClC=1C=CC(=NC1)NC(C(=O)OC)=O